[Sn]=O.[Ta].[In] Indium tantalum tin oxide